2-(4-(3-methoxy-4-nitrophenyl)-1H-pyrazol-1-yl)-N,N-dimethylethan-1-amine COC=1C=C(C=CC1[N+](=O)[O-])C=1C=NN(C1)CCN(C)C